(2-fluoro-1-(naphthalen-1-yl)ethyl)-2-methyl-benzamide FCC(C1=CC=CC2=CC=CC=C12)C=1C(=C(C(=O)N)C=CC1)C